6-fluoro-7-(8-methyl-2,3-dihydro-1H-pyrido[2,3-b][1,4]oxazin-7-yl)-N~2~-[3-(methylsulfonyl)phenyl]quinazoline-2,5-diamine FC1=C(C=2C=NC(=NC2C=C1C1=C(C2=C(OCCN2)N=C1)C)NC1=CC(=CC=C1)S(=O)(=O)C)N